(2R,3R,4R,5S)-2-(hydroxymethyl)-1-{[4-({[3-methanesulfonyl-5-(pyrimidin-2-yl)phenyl]amino}methyl)phenyl]methyl}piperidine-3,4,5-triol OC[C@H]1N(C[C@@H]([C@H]([C@@H]1O)O)O)CC1=CC=C(C=C1)CNC1=CC(=CC(=C1)C1=NC=CC=N1)S(=O)(=O)C